2-methyl-N-((tetrahydrofuran-2-yl)methyl)propan-2-amine CC(C)(C)NCC1OCCC1